N1CC=CCC=C1 2,5-dihydro-1H-azepine